5-methyl-2-oxo-2,3-dihydrobenzo[d]oxazole-6-carbaldehyde CC=1C(=CC2=C(NC(O2)=O)C1)C=O